N-((S)-2,2-dicyclopropyl-1-(5-((S)-2-methoxy-1-((S)-2-oxo-4-(trifluoromethyl)imidazolidin-1-yl)ethyl)-benzo[d]oxazol-2-yl)ethyl)-1-methyl-1H-pyrazole-5-carboxamide C1(CC1)C([C@@H](C=1OC2=C(N1)C=C(C=C2)[C@@H](COC)N2C(N[C@@H](C2)C(F)(F)F)=O)NC(=O)C2=CC=NN2C)C2CC2